C(C)(C)C1=CC=C(C=C1)CC(C)(O)C(=O)C(C)(CC1=CC=C(C=C1)C(C)C)O 4-isopropylphenyl-2-hydroxy-2-propylketone